(oxetan-3-ylsulfonyl)pyridine O1CC(C1)S(=O)(=O)C1=NC=CC=C1